1-[(6-{3-Azabicyclo[3.1.0]hex-3-yl}-2,5-dimethylpyridin-3-yl)methyl]-1H-imidazole-4-carboxylic acid methyl ester COC(=O)C=1N=CN(C1)CC=1C(=NC(=C(C1)C)N1CC2CC2C1)C